5-methyl-2-(methylthio)pyrimidin CC=1C=NC(=NC1)SC